CC1=C(CN2C(N(C(N(C2=O)CC2=C(C(=C(C=C2C)C(C)(C)C)O)C)=O)CC2=C(C(=C(C=C2C)C(C)(C)C)O)C)=O)C(=CC(=C1O)C(C)(C)C)C 1,3,5-tris(2,6-dimethyl-3-hydroxy-4-tert-butylbenzyl)-1,3,5-triazine-2,4,6(1H,3H,5H)-trione